FC(S(=O)(=O)C1CS(CC1)(=O)=O)(F)F 3-trifluoromethanesulfonyltetrahydrothiophene-1,1-Dioxide